NC1=C2C(=NC=N1)N(N=C2C2=CC=C(C=C2)OC2=CC=CC=C2)[C@H]2CN(CCC2)CC=2C=C1CN(C(C1=CC2F)=O)C2C(NC(CC2)=O)=O 3-(5-(((R)-3-(4-amino-3-(4-phenoxyphenyl)-1H-pyrazolo[3,4-d]pyrimidin-1-yl)piperidin-1-yl)methyl)-6-fluoro-1-oxoisoindolin-2-yl)piperidine-2,6-dione